CN(C1CN(C1)C1=NC=C(C=C1NS(=O)(=O)C)C1=CC=2C3=C(C=NC2C=C1)N(C(C31CCC1)=O)CC)C N-(2-(3-(Dimethylamino)azetidin-1-yl)-5-(3'-ethyl-2'-oxo-2',3'-dihydrospiro[cyclobutane-1,1'-pyrrolo[2,3-c]quinolin]-8'-yl)pyridin-3-yl)methanesulfonamide